1-(trans-4-(3-chlorophenyl)-1-(2-methoxyethyl)pyrrolidin-3-yl)-3-(1',4-dimethyl-1-phenyl-1h,1'h-[3,4'-bipyrazole]-5-yl)urea ClC=1C=C(C=CC1)[C@H]1[C@@H](CN(C1)CCOC)NC(=O)NC1=C(C(=NN1C1=CC=CC=C1)C=1C=NN(C1)C)C